2-ethoxy-3,5-difluorophenol C(C)OC1=C(C=C(C=C1F)F)O